2,2-dimethyl-2-(o-nitrophenyl)acetamide CC(C(=O)N)(C1=C(C=CC=C1)[N+](=O)[O-])C